methyl trans-2-methyl-3-{5-methyl-2-[trans-4-(trifluoromethyl)cyclohexyl]pyrazolo[1,5-a]pyrimidin-7-yl}piperidine-1-carboxylate C[C@@H]1N(CCC[C@H]1C1=CC(=NC=2N1N=C(C2)[C@@H]2CC[C@H](CC2)C(F)(F)F)C)C(=O)OC